(S)-3-((4-((1R,6R)-7,7-difluoro-3-azabicyclo[4.1.0]heptan-6-yl)-2-methylphenyl)amino)piperidine-2,6-dione HCl salt Cl.FC1([C@@]2(CCNC[C@H]12)C1=CC(=C(C=C1)N[C@@H]1C(NC(CC1)=O)=O)C)F